C(C1=CC=CC=C1)N1C(C2=C(C1)C1=C(C(CC2)(C)C)C=C(C=C1)C)=O 2-benzyl-6,6,8-trimethyl-1,4,5,6-tetrahydrobenzo[3,4]cyclohepta[1,2-c]pyrrol-3(2H)-one